FC(C1=CC=CC(=N1)N1N=CC2=CC=C(C=C12)C1=CC=CC(=N1)[C@@H](C(C)(S(=O)N)C)C[C@@H]1C[C@@H](C1)O)F (S)-(6-(1-(6-(difluoromethyl)pyridin-2-yl)-1H-indazol-6-yl)pyridin-2-yl)((cis-3-hydroxycyclobutyl)methyl)-2-methylpropane-2-sulfinamide